5-chloro-4-(cyclopentylmethoxy)-2-fluoro-N-((4-((1-methyl-1H-imidazol-2-yl)methoxy)phenyl)sulfonyl)benzamide ClC=1C(=CC(=C(C(=O)NS(=O)(=O)C2=CC=C(C=C2)OCC=2N(C=CN2)C)C1)F)OCC1CCCC1